4-(4-((2,4-dimethoxybenzyl)amino)-5H-pyrrolo[3,2-d]pyrimidin-5-yl)-N-(4-(trifluoromethyl)pyridin-2-yl)benzamide COC1=C(CNC=2C3=C(N=CN2)C=CN3C3=CC=C(C(=O)NC2=NC=CC(=C2)C(F)(F)F)C=C3)C=CC(=C1)OC